CC1=NC(=CC=C1O[C@@H]1C[C@H](CCC1)C(=O)OC)[Sn](CCCC)(CCCC)CCCC methyl (1S,3S)-3-((2-methyl-6-(tributylstannyl)pyridin-3-yl)oxy)cyclohexane-1-carboxylate